(5-fluoro-2-methoxy-benzoyl)ammonia FC=1C=CC(=C(C(=O)N)C1)OC